1-[2-[4-[(5-Cyclopropyl-1H-pyrazol-3-yl)amino]pyrimidin-2-yl]-2-azabicyclo[2.2.2]octan-4-yl]ethanol C1(CC1)C1=CC(=NN1)NC1=NC(=NC=C1)N1C2CCC(C1)(CC2)C(C)O